NC1=C(C=2C(=NC=C(C2S1)F)C=1C2=C(C=3C=NC(=NC3C1F)N1C[C@@H]([C@@H](C1)CO)N(C)C)COC2)C#N 2-Amino-4-(3-((3R,4R)-3-(dimethylamino)-4-(hydroxymethyl)pyrrolidin-1-yl)-5-fluoro-7,9-dihydrofuro[3,4-f]quinazolin-6-yl)-7-fluorothieno[3,2-c]pyridine-3-carbonitrile